6-chloro-7-(2-fluoro-6-hydroxyphenyl)-1-(4-methyl-6-(2-propanyl)-5-pyrimidinyl)-4-((2S)-2-methyl-4-(2-propenoyl)-1-piperazinyl)pyrido[2,3-d]pyrimidin-2(1H)-one ClC1=CC2=C(N(C(N=C2N2[C@H](CN(CC2)C(C=C)=O)C)=O)C=2C(=NC=NC2C(C)C)C)N=C1C1=C(C=CC=C1O)F